4-((4-methoxylbenzyl)amino)-1-methylimidazo[1,5-a]quinoxalin-8-carboxylic acid O(C)C1=CC=C(CNC=2C=3N(C4=CC(=CC=C4N2)C(=O)O)C(=NC3)C)C=C1